TETRAHYDRO-1H-PYRAZINO[2,1-A]ISOINDOLYLCHINOLIN C1(NCCN2C1C1=CC=CC=C1C2)C2=NC1=CC=CC=C1C=C2